2-(pentafluoro-λ6-sulfanyl)benzonitrile FS(C1=C(C#N)C=CC=C1)(F)(F)(F)F